4-ethoxy-6-(4-fluorostyryl)-2-hydroxy-3-(3-methylbut-2-en-1-yl)benzoic acid C(C)OC1=C(C(=C(C(=O)O)C(=C1)C=CC1=CC=C(C=C1)F)O)CC=C(C)C